Potassium Gluconate O=C([C@H](O)[C@@H](O)[C@H](O)[C@H](O)CO)[O-].[K+]